C1(CC1)N1[C@H](CN(CC1)C1CCN(CC1)C1=C(C=C(C(=C1)OC)NC1=NC=NC(=C1)N1OCC[C@@H]1C1=C(C(=CC=C1F)F)F)NC(C=C)=O)C N-(2-(4-((S)-4-cyclopropyl-3-methylpiperazine-1-yl)piperidine-1-yl)-4-methoxy-5-((6-((R)-3-(2,3,6-trifluorophenyl)-isoxazolidine-2-yl)pyrimidine-4-yl)amino)-phenyl)acrylamide